CC=1N=CC2=CC(=C(C=C2C1)C)C 3,6,7-trimethylisoquinoline